Methyl 3-(2-fluoro-5-methyl-4-morpholino-anilino)-5-(methylamino)-6-(3-methylimidazo[4,5-c]pyridin-7-yl)pyrazine-2-carboxylate FC1=C(NC=2C(=NC(=C(N2)NC)C=2C3=C(C=NC2)N(C=N3)C)C(=O)OC)C=C(C(=C1)N1CCOCC1)C